4-Pyridin-2-yl-piperazine-1-carboxylic acid [3-(4-chloro-benzyl-carbamoyl)-thiophen-2-yl]-amide Methyl-2-aminothiophene-3-carboxylate COC(=O)C1=C(SC=C1)N.ClC1=CC=C(CNC(=O)C2=C(SC=C2)NC(=O)N2CCN(CC2)C2=NC=CC=C2)C=C1